ClC1=CC=C(C=C1)C=1C=C(C(=O)NC(C)(C)C#N)C=C(C1)C=1N(N=CC1)C(C)C 3-(4-chlorophenyl)-N-(2-cyanopropan-2-yl)-5-(2-propan-2-ylpyrazol-3-yl)benzamide